NC1=NC(N(C=C1F)[C@@H]1CS[C@@H](O1)COP(=O)(N1CCC(CC1)C1=C(C=C(C=C1)F)F)NC(C(=O)OCC)(C)C)=O Ethyl 2-(((((2r,5s)-5-(4-amino-5-fluoro-2-oxopyrimidin-1(2H)-yl)-1,3-oxathiolan-2-yl) methoxy) (4-(2,4-difluorophenyl) piperidin-1-yl) phosphoryl) amino)-2-methylpropionate